4-amino-1-[(2R,4R,5R)-5-(chloromethyl)-4-hydroxy-5-(hydroxymethyl)oxolan-2-yl]pyrimidin-2-one NC1=NC(N(C=C1)[C@@H]1O[C@@]([C@@H](C1)O)(CO)CCl)=O